(E)-3-(furan-2-yl)-N-phenylacrylamide O1C(=CC=C1)/C=C/C(=O)NC1=CC=CC=C1